2-bromo-1-(2-((tert-butyldimethylsilyl)oxy)-1-(6-cyclopropylimidazo[1,2-a]pyridin-2-yl)ethyl)-1H-imidazole-4-carbonitrile BrC=1N(C=C(N1)C#N)C(CO[Si](C)(C)C(C)(C)C)C=1N=C2N(C=C(C=C2)C2CC2)C1